C(C)(C)(C)OC(=O)N1CNCC12CCC1(NCC3=CC=CC=C13)CC2 dihydrodispiro[imidazolidine-4,1'-cyclohexane-4',1''-isoindole]-3-carboxylic acid tert-butyl ester